CC1=NC=C(C=C1C=1N=NN(C1)CC=1N=C2N(C=C(C=C2)C=O)C1)N1CCCC1 2-((4-(2-methyl-5-(pyrrolidin-1-yl)pyridin-3-yl)-1H-1,2,3-triazol-1-yl)methyl)imidazo[1,2-a]pyridine-6-formaldehyde